NC1=NC2=CC=C(C=C2C(N1)=O)C#C 2-amino-6-ethynylquinazolin-4(3H)-one